2,2'-azobis(2-methyl-butanenitrile) N(=NC(C#N)(CC)C)C(C#N)(CC)C